2-amino-3-(pyrimidin-5-yl)propanoic acid NC(C(=O)O)CC=1C=NC=NC1